(E)-N-(5-(3-(1-((5-Cyclopropyl-1H-pyrazol-3-yl)amino)-1-oxopropan-2-yl)phenyl)pyridin-2-yl)-4-(3-fluoropiperidin-1-yl)but-2-enamid C1(CC1)C1=CC(=NN1)NC(C(C)C=1C=C(C=CC1)C=1C=CC(=NC1)NC(\C=C\CN1CC(CCC1)F)=O)=O